FC1=CC=C(C=C1)C(=O)N1[C@@H](C=2N(CC1)C(=NN2)C=2NC1=C(C=NC(=C1)SC)C2)C (R)-(4-Fluorophenyl)(8-methyl-3-(6-methylsulfanylazolo[4,5-c]pyridin-2-yl)-5,6-dihydro-[1,2,4]Triazolo[4,3-a]pyrazin-7(8H)-yl)methanone